COC1=CC=C(CN(C=2C=CC(=NC2)C#N)C=2OC(=CN2)C2=CC=C(C=C2)C(F)(F)F)C=C1 5-((4-methoxybenzyl)(5-(4-(trifluoromethyl)phenyl)oxazol-2-yl)amino)pyridinecarbonitrile